4-[6-oxo-2-(4-pyridinyl)-1H-pyrimidin-4-yl]piperidine-1-carboxylic acid tert-butyl ester C(C)(C)(C)OC(=O)N1CCC(CC1)C=1N=C(NC(C1)=O)C1=CC=NC=C1